(S)-3-(tert-Butoxycarbonyl)amino-4-phenyl-2-butanone C(C)(C)(C)OC(=O)N[C@H](C(C)=O)CC1=CC=CC=C1